{3-[5-amino-6-(2-chloro-3,6-difluoro-benzyloxy)-pyrazin-2-yl]-phenyl}-[(2S)-pyrrolidin-1-ylmethyl-pyrrolidin-1-yl]-methanone NC=1N=CC(=NC1OCC1=C(C(=CC=C1F)F)Cl)C=1C=C(C=CC1)C(=O)N1[C@@H](CCC1)CN1CCCC1